tert-butyl 4-(((S)-8-bromo-6-(bromomethyl)-3,4-dihydro-4-oxo-2H-chromen-3-yl)methyl)cyclohexylcarbamate BrC=1C=C(C=C2C([C@H](COC12)CC1CCC(CC1)NC(OC(C)(C)C)=O)=O)CBr